CONC(C)C (N-methoxy)N-isopropylamine